morpholin-2-yl(4-(5-(trifluoromethyl)pyrimidin-2-yl)piperazin-1-yl)methanone N1CC(OCC1)C(=O)N1CCN(CC1)C1=NC=C(C=N1)C(F)(F)F